tert-butyl (4-fluoro-3-((2-(methylsulfonyl)-5-(4-(trifluoromethyl)phenyl)pyrimidin-4-yl)amino)phenyl)carbamate FC1=C(C=C(C=C1)NC(OC(C)(C)C)=O)NC1=NC(=NC=C1C1=CC=C(C=C1)C(F)(F)F)S(=O)(=O)C